O(C1=CC=CC=C1)N=NS(=O)(=O)N=NOC1=CC=CC=C1 phenoxyazo sulfone